C1[C@@H]([C@H](O[C@H]1N2C=C(C(=O)NC2=O)Br)CO)O Carbobenzoxy-valyl-alanyl-aspartyl-[O-methyl]-fluoromethylketone